CN1C2(CC(C3=CC=CC=C13)=O)CCN(CC2)C(=O)N 1'-methyl-4'-oxo-3',4'-dihydro-1'h-spiro[piperidine-4,2'-quinoline]-1-carboxamide